IC1(CC(N=N1)(I)I)I Tetraiodopyrazole